N[C@@H](CC1=CC=CC=C1)C(=O)OC(CCCCCCCCC)CCCCCCCCC Nonadecan-10-yl L-phenylalaninate